2-(4-((2,3-dihydrobenzo[b][1,4]dioxin-6-yl)oxy)piperidin-1-yl-2,2,6,6-d4)-3-methyl-6,7-dihydro-5H-pyrrolo[3,4-b]pyridin-5-one O1C2=C(OCC1)C=C(C=C2)OC2CC(N(C(C2)([2H])[2H])C2=C(C=C1C(=N2)CNC1=O)C)([2H])[2H]